C1(=CC=CC=C1)C1=C2N=CN(C2=NC=N1)C 6-phenyl-9-methylpurine